4-(4-(3,8-diazabicyclo-[3.2.1]octan-3-yl)-6-chloro-quinazolin-7-yl)-7-fluoro-benzo[d]thiazol-2-amine C12CN(CC(CC1)N2)C2=NC=NC1=CC(=C(C=C21)Cl)C2=CC=C(C1=C2N=C(S1)N)F